3-bromo-2,6-di(pyrazin-2-yl)pyridin-4-amine BrC=1C(=NC(=CC1N)C1=NC=CN=C1)C1=NC=CN=C1